6-(heptanoyl)amino-3-(isopropyl)amino-1,2,3,4-tetrahydro-9H-carbazole hydrobromide Br.C(CCCCCC)(=O)NC=1C=C2C=3CC(CCC3NC2=CC1)NC(C)C